tert-butyl 3-(1H-indazol-3-yl)pyrrolidine-1-carboxylate N1N=C(C2=CC=CC=C12)C1CN(CC1)C(=O)OC(C)(C)C